ClC1=CC(=NC=C1C(C)(C)O)NC1=CC(=C(N=N1)C(=O)NC([2H])([2H])[2H])NC1=NC(=CC=C1S(=O)(=O)C)C 6-{[4-Chloro-5-(2-hydroxy-prop-2-yl)pyridin-2-yl]amino}-4-[(3-methanesulfonyl-6-methylpyridin-2-yl)amino]-N-(2H3)methylpyridazine-3-carboxamide